N-(6-acetylbenzo[d][1,3]dioxol-5-yl)-2-(1-(3-methylbutanoyl)piperidin-3-yl)acetamide C(C)(=O)C=1C(=CC2=C(OCO2)C1)NC(CC1CN(CCC1)C(CC(C)C)=O)=O